[2H]C(C(=O)OC(C)(C)C)([2H])[2H] tert-butyl 2,2,2-trideuteroacetate